FC(CN1N=NC2=C1C=C(C=C2)C=2C=CN1N=C(N=C(C12)OC([2H])([2H])[2H])N[C@@H]1[C@@H](CN(CC1)C(CO)=O)F)F 1-((3R,4S)-4-((5-(1-(2,2-difluoroethyl)-1H-benzo[d][1,2,3]triazol-6-yl)-4-(methoxy-d3)pyrrolo[2,1-f][1,2,4]triazin-2-yl)amino)-3-fluoropiperidin-1-yl)-2-hydroxyethan-1-one